tricarbonylchlororuthenium C(=O)=[Ru](Cl)(=C=O)=C=O